C(C)(C)N.P phosphine isopropylamine salt